ON[C@@H](CC(=O)O)C(=O)O N-Hydroxyaspartic acid